C(CCCCCCC\C=C/CCCCCC)(=O)SC[C@H](N)C(=O)O S-palmitoleoyl-cysteine